Ethyl 2-(4-bromo-2-cyano-3-fluorophenyl)acetate BrC1=C(C(=C(C=C1)CC(=O)OCC)C#N)F